(R)-(3-Aminopiperidin-1-yl)(2-(1-(4-fluorobenzyl)-6-methoxy-1H-indol-2-yl)-3-methylimidazo[1,2-a]pyridin-7-yl)methanone N[C@H]1CN(CCC1)C(=O)C1=CC=2N(C=C1)C(=C(N2)C=2N(C1=CC(=CC=C1C2)OC)CC2=CC=C(C=C2)F)C